3-phenethyl-propane-1,2-diol C(CC1=CC=CC=C1)CC(CO)O